2-(4-bromo-3-fluoro-2-nitro-anilino)-3-fluoro-butyric acid methyl ester COC(C(C(C)F)NC1=C(C(=C(C=C1)Br)F)[N+](=O)[O-])=O